BrC=1C=CC2=C(N(C=N2)C2=CC=C(C=C2)N2[C@@H]3CO[C@H](C2)C3)C1 (1S,4S)-5-(4-(6-bromo-1H-benzo[d]imidazol-1-yl)phenyl)-2-oxa-5-azabicyclo[2.2.1]heptane